C(N)(OC1CCC2(C(=C(CC12)CCCCCC)C1=CC=CC=C1)C(=C)C1=CC=CC=C1)=O 5-hexyl-4-phenyl-3a-(1-phenylvinyl)-1,2,3,3a,6,6a-hexahydropentalen-1-yl carbamate